C(C)(=O)N1CCC(CC1)NCC=1C=CC(=NC1OC)C=1C(=C(C=CC1)C1=NC=CC(=C1Cl)C1=NC(=C(C=C1)CN1CC2(C1)CNC(C2)=O)OC)Cl 2-((2'-(3-(5-(((1-acetylpiperidin-4-yl)amino)methyl)-6-methoxypyridin-2-yl)-2-chlorophenyl)-3'-chloro-6-methoxy-[2,4'-bipyridin]-5-yl)methyl)-2,6-diazaspiro[3.4]octan-7-one